CC1=C(N2C(C=3OCCN(C3C(=N2)N(C)C2CCNCC2)C)=N1)C1=CC=NC=C1 (2,6-Dimethyl-3-pyridin-4-yl-7,8-dihydro-6H-9-oxa-1,3a,4,6-tetraaza-cyclopenta[a]naphthalen-5-yl)-piperidin-4-yl-methyl-amine